copper-titanium-zinc [Zn].[Ti].[Cu]